diethyl (2R,3R)-2-acetoxy-3-bromosuccinate C(C)(=O)O[C@H](C(=O)OCC)[C@H](C(=O)OCC)Br